CC1=CC=C2N=C(C(=NC2=C1)C#N)N1CCOCC1 7-methyl-3-morpholinoquinoxaline-2-carbonitrile